Pyren C1=CC=C2C=CC3=CC=CC4=CC=C1C2=C34